2,2'-dimethoxy-4,4'-diaminobiphenyl COC1=C(C=CC(=C1)N)C1=C(C=C(C=C1)N)OC